C1=CC(=CC=C1C2=CC3=C(N2)C=C(C=C3)C(=N)N)C(=N)N 4',6-diamidinophenyl-indole